C/C(/C=O)=C\C1=CC2=CC=CC=C2C=C1 (E)-2-Methyl-3-(naphthalen-2-yl)acrylaldehyde